ribosylsalicylaldehyde C1([C@H](O)[C@H](O)[C@H](O1)CO)OC=1C(C=O)=CC=CC1